C(C)(C)(C)OC(=O)N1CC(C1)NC1=NC(=C(C=C1)NC1=NC2=C(C=CC=C2C=N1)C1=NC=CC(=C1)NC(C=C)=O)OC 3-((5-((8-(4-Acrylamidopyridin-2-yl)quinazolin-2-yl)amino)-6-methoxypyridin-2-yl)amino)azetidine-1-carboxylic acid tert-butyl ester